ClC=1C=C(C=CC1)C(C(C1=CC=CC=C1)N(C([O-])=O)C(C(NC(C=O)CC1C(NCC1)=O)=O)CCCCC)(C)C.[Cl-].C(C1=CC=CC=C1)[N+](CCCC)(CCCC)CCCC.C(C1=CC=CC=C1)[N+](CCCC)(CCCC)CCCC Benzyl(tri-n-butyl)ammonium chlorid 2-(3-chlorophenyl)-2-methyl-1-phenylpropyl-(1-oxo-1-((1-oxo-3-(2-oxopyrrolidin-3-yl)propan-2-yl)amino)heptan-2-yl)carbamate